ClC=1C=C(C=C(C1)NS(=O)(=O)C)NC(=O)C1=CN(C(=C1)C(=O)N1CCNCC1)C1=NC=CC=C1 N-(3-chloro-5-(methylsulfonamido)phenyl)-5-(piperazine-1-carbonyl)-1-(pyridin-2-yl)-1H-pyrrole-3-carboxamide